tert-butyl 5-(((1R,2R,3S,4R,Z)-7-(cyclopropylmethylene)-3-((4-fluoro-3-(trifluoromethyl)phenyl)carbamoyl)bicyclo[2.2.1]heptan-2-yl)carbamoyl)-6-methoxynicotinate C1(CC1)\C=C\1/[C@@H]2[C@H]([C@H]([C@H]1CC2)C(NC2=CC(=C(C=C2)F)C(F)(F)F)=O)NC(=O)C=2C(=NC=C(C(=O)OC(C)(C)C)C2)OC